C(C1=CC=CC=C1)N(C(O)=O)[C@@H](CC=C)C1=CC(=CC=C1)Br.COC1=C(C=CC=C1)CCNC1=NC(=NC=C1)NC=1C=NN(C1)C 4-[(2-methoxyphenylethyl)amino]-2-[(1-methyl-1H-pyrazol-4-yl)amino]pyrimidin (S)-benzyl-(1-(3-bromophenyl)but-3-en-1-yl)carbamate